(1s,3s)-adamantane-1-carboxylate C12(CC3CC(CC(C1)C3)C2)C(=O)[O-]